[4-[[tert-butyl(diphenyl)silyl]oxymethyl]-1-methyl-6,7-dihydro-5H-cyclopenta[c]pyridin-6-yl]methanol [Si](C1=CC=CC=C1)(C1=CC=CC=C1)(C(C)(C)C)OCC=1C2=C(C(=NC1)C)CC(C2)CO